3-chloro-10-[2-(tetrahydro-2H-pyran-2-yloxy)ethyl]-5,10-dihydro-11H-dibenzo[b,e][1,4]diazepin-11-one ClC=1C=CC2=C(NC3=C(N(C2=O)CCOC2OCCCC2)C=CC=C3)C1